FC1(CC(C1)C1=NN(C(=C1C1(CCC1)C)NC(O[C@@H](C(F)(F)F)C)=O)C)F (R)-1,1,1-trifluoropropan-2-yl (3-(3,3-difluorocyclobutyl)-1-methyl-4-(1-methylcyclobutyl)-1H-pyrazol-5-yl)carbamate